C(C)C1C(CN2C(CCC12)=C=O)=C ethyl-2-methylene-5-carbonyltetrahydro-1H-pyrrolizine